5-fluoro-4-(4-fluoro-1-isopropyl-2-methyl-1H-benzo[d]imidazol-6-yl)pyrimidine FC=1C(=NC=NC1)C=1C=C(C2=C(N(C(=N2)C)C(C)C)C1)F